C(C1=CC=CC=C1)N1C(CNC(C1)C1=CC=C(C=C1)F)C 1-benzyl-5-(4-fluorophenyl)-2-methyl-piperazine